N[C@H](C(=O)O)[C@@H](CC)O (2s,3R)-2-AMINO-3-HYDROXY-PENTANOIC ACID